CC1([C@H]2CN([C@@H]([C@@H]12)C(=O)OC)C([C@H](CC1=CC=NC=C1)NC(CC1COCC1)=O)=O)C methyl (1R,2S,5S)-6,6-dimethyl-3-[(2S)-3-(4-pyridyl)-2-[[2-[tetrahydrofuran-3-yl]acetyl]amino]propanoyl]-3-azabicyclo[3.1.0]hexane-2-carboxylate